ClC=1C2=C(N=CN1)C=NC(=C2)N2CC=1N(CC2)C(=NN1)C=C 4-chloro-6-(3-vinyl-5,6-dihydro-[1,2,4]triazolo[4,3-a]pyrazin-7(8H)-yl)pyrido[3,4-d]pyrimidine